1-(5-(7,8-dimethyl-[1,2,4]triazolo[1,5-a]pyridin-6-yl)-6-isopropyl-4H-pyrrolo[3,2-d]thiazol-2-yl)piperidin-4-amine CC1=C(C=2N(C=C1C1=C(C=3N=C(SC3N1)N1CCC(CC1)N)C(C)C)N=CN2)C